ClC=1C=C(C=CC1Cl)NC(=O)C1CC2C=CC1C2 3-{[(3,4-Dichlorophenyl)amino]carbonyl}bicyclo[2.2.1]hept-5-en